(R)-3-(azetidin-3-yl(methyl)amino)-N-(3-(methylamino)-1-(naphthalen-1-yl)-3-oxopropyl)benzamide N1CC(C1)N(C=1C=C(C(=O)N[C@H](CC(=O)NC)C2=CC=CC3=CC=CC=C23)C=CC1)C